C1(C#CCCCCC1)OCC(=O)NCC(=O)NCC(=O)NCC(=O)O 2-(2-{2-[2-(Cycloocta-2-yn-1-yloxy)acetamido]acetamido}acetamido)acetic acid